C1(=CC=CC=C1)C#CC=1C(=CC2=C(NC(=N2)C2=CC(=C(C(=C2)OC)OC)OC)C1)N1CCOCC1 4-(6-(phenylethynyl)-2-(3,4,5-trimethoxyphenyl)-1H-benzo[d]imidazol-5-yl)morpholine